(rac)-6-amino-2-methyl-spiro[3.3]heptane-2-carboxylic acid methyl ester COC(=O)C1(CC2(C1)CC(C2)N)C